BrC(C(=O)N(C1=CC=CC=C1)C)(C)C 2-bromo-N,2-dimethyl-N-phenyl-propionamide